4-(1-carbamimidoyl-1,2,3,6-tetrahydropyridin-4-yl)-N-(4-(4-carbamimidoylpiperazin-1-yl)-3-methylphenyl)-3-fluorobenzamide C(N)(=N)N1CCC(=CC1)C1=C(C=C(C(=O)NC2=CC(=C(C=C2)N2CCN(CC2)C(N)=N)C)C=C1)F